C(#N)C1=CC=C(C=C1)N1CCN(CC1)C1=CC=C(C=C1)NC(C1=CC(=C(C=C1)OC)C)=O N-(4-(4-(4-Cyanophenyl)piperazin-1-yl)phenyl)-4-methoxy-3-methylbenzamid